N-(3-Fluoro-5-methyl-4-(3-(1-methyl-1H-pyrazol-4-yl)-1H-pyrazolo[3,4-c]pyridin-5-yl)benzyl)-1-(oxazol-4-yl)methanamine FC=1C=C(CNCC=2N=COC2)C=C(C1C=1C=C2C(=CN1)NN=C2C=2C=NN(C2)C)C